Methyl 4-(6-bromo-3-nitroquinolin-4-yl)tetrahydro-2H-pyran-4-carboxylate BrC=1C=C2C(=C(C=NC2=CC1)[N+](=O)[O-])C1(CCOCC1)C(=O)OC